C(C)(C)(C)OC(=O)N[C@H](C(=O)N1[C@@H](C[C@H](C1)O)C(=O)O)C(C)(C)C (2S,4R)-1-((S)-2-((tert-Butoxycarbonyl)amino)-3,3-dimethylbutanoyl)-4-hydroxypyrrolidine-2-carboxylic acid